NC1=CC=C(C=N1)C1=NC(=C(C=C1)NC(=O)C=1C(=NOC1C)C1=CC=C(C=C1)F)OC (6'-amino-6-methoxy-[2,3'-bipyridin]-5-yl)-3-(4-fluorophenyl)-5-methylisoxazole-4-carboxamide